ClC=1C=C(C=NC1)N(S(=O)(=O)CCOC)CC=1SC(=CN1)C=1OC(=NN1)C(F)F N-(5-chloropyridin-3-yl)-N-({5-[5-(difluoromethyl)-1,3,4-oxadiazol-2-yl]-1,3-thiazol-2-yl}methyl)-2-methoxyethane-1-sulfonamide